(R)-N-((R)-1-(2,7-dimethyl-3-(piperidin-1-yl)quinoxalin-5-yl)ethyl)-2-methylpropane-2-sulfinamide CC1=NC2=CC(=CC(=C2N=C1N1CCCCC1)[C@@H](C)N[S@](=O)C(C)(C)C)C